3-phenyl-4-((5-(piperidin-1-yl)thiophen-2-yl)methylene)isoxazol-5(4H)-one C1(=CC=CC=C1)C1=NOC(C1=CC=1SC(=CC1)N1CCCCC1)=O